C1(=CC=C(C=C1)C1=NC(=CC(=N1)C1=C(C=CC=C1)C1=CC(=CC=C1)Cl)C1=CC=CC=C1)C1=CC=CC=C1 2-([1,1'-biphenyl]-4-yl)-4-(3'-chloro-[1,1'-biphenyl]-2-yl)-6-phenylpyrimidine